C(C1=CC=CC=C1)N1CC2(C1)CC(C2)NC(=O)N2[C@@H](CN(C[C@H]2C)C2=CC=C(C=C2)C(F)(F)F)C (2R,6R)-N-{2-benzyl-2-azaspiro[3.3]heptan-6-yl}-2,6-dimethyl-4-[4-(trifluoromethyl)phenyl]piperazine-1-carboxamide